IC1=CC=C(C=C1)N(C(=O)C(C(C(C(=O)[O-])(F)F)(F)F)(F)F)C1=CC=C(C=C1)I 4-[di(4-iodophenyl)aminocarbonyl]-2,2,3,3,4,4-hexafluorobutyrate